C(C1=CC=CC=C1)OC(=O)[C@H](C(C)C)N1C([C@@]2(CC1)CN(CC2)C(=O)OC(C)(C)C)=O tert-butyl (5R)-2-[(1S)-1-benzyloxycarbonyl-2-methyl-propyl]-1-oxo-2,7-diazaspiro[4.4]nonane-7-carboxylate